Tetramethyldisilylsilyl-(3-butyl-cyclopentadienyl)(4-(o-tolyl)-indenyl)zirconium dichloride [Cl-].[Cl-].C[Zr](C1C=CC2=C(C=CC=C12)C1=C(C=CC=C1)C)(C1C=C(C=C1)CCCC)([SiH]([SiH3])[SiH3])(C)(C)C